ClC1=CC(=CC=2C=C(OC21)C2=C1N=CC(=NC1=CC(=C2)C)OC)OCCN 2-((7-chloro-2-(2-methoxy-7-methylquinoxalin-5-yl)benzofuran-5-yl)oxy)ethylamine